2-(5-hydroxy-3-methyl-1-phenyl-1H-pyrazol-4-yl)-2-propanesulfonic acid OC1=C(C(=NN1C1=CC=CC=C1)C)C(C)(C)S(=O)(=O)O